8-methyl-2-(3-methyl-1-benzothien-2-yl)-5-[(1R)-1-(4-methylphenyl)ethoxy]Quinoline-4-carboxylic acid methyl ester COC(=O)C1=CC(=NC2=C(C=CC(=C12)O[C@H](C)C1=CC=C(C=C1)C)C)C=1SC2=C(C1C)C=CC=C2